BrC1=C2C(N=C(S2)C(CCCCCCCC)CCCCCC)=C(C2=C1N=C(S2)C(CCCCCCCC)CCCCCC)Br 4,8-dibromo-2,6-bis-(1-hexyl-nonyl)-benzo[1,2-d:4,5-d']Bisthiazole